C1(CCCC=C1)C=O 5-cyclohexene-formaldehyde